propanoic acid TFA salt OC(=O)C(F)(F)F.C(CC)(=O)O